4-({1-[(4-chlorophenyl)methyl]-1H-benzimidazol-2-yl}methyl)piperazine-1-carboxylic acid tert-butyl ester C(C)(C)(C)OC(=O)N1CCN(CC1)CC1=NC2=C(N1CC1=CC=C(C=C1)Cl)C=CC=C2